[In].OC=1C=CC=C2C=CC=NC12 (8-hydroxyquinoline) indium